(+)-(S)-3-Butyl-3,4-dihydro-2H-benzo[b][1,4]oxazin-2-one C(CCC)[C@@H]1NC2=C(OC1=O)C=CC=C2